6-(5-(5,6-dimethoxypyridin-3-yl)pyrazolo[1,5-A]pyrimidin-2-yl)pyridine-2,6-diamine COC=1C=C(C=NC1OC)C1=NC=2N(C=C1)N=C(C2)C2(C=CC=C(N2)N)N